octane-6,8-dione CCCCCC(CC=O)=O